BrC=1SC(=CN1)/C=C/CO (E)-3-(2-Bromothiazol-5-yl)prop-2-en-1-ol